1-isopropyl-2,4-dioxo-3-(pyridin-2-yl)-1,2,3,4-tetrahydropyrimidine C(C)(C)N1C(N(C(C=C1)=O)C1=NC=CC=C1)=O